2-bromo-1-(bromomethyl)-3-methoxybenzene BrC1=C(C=CC=C1OC)CBr